4-(4-(4-phenoxyphenoxy)pyridin-3-yl)aniline O(C1=CC=CC=C1)C1=CC=C(OC2=C(C=NC=C2)C2=CC=C(N)C=C2)C=C1